C1(C=CC2=CC=CC=C12)[Hf] indenyl-hafnium